4-cyano-4-[(dodecylthiocarbonyl)thio]valeric acid C(#N)C(CCC(=O)O)(C)SC(=S)CCCCCCCCCCCC